N-(4-cyanobenzyl)-8-((1-(cyclopropylsulfonyl)cyclopropyl)methoxy)-4-hydroxy-1-methyl-2-oxo-1,2-dihydroquinoline-3-carboxamide C(#N)C1=CC=C(CNC(=O)C=2C(N(C3=C(C=CC=C3C2O)OCC2(CC2)S(=O)(=O)C2CC2)C)=O)C=C1